NC1=NC=CC(=C1Cl)SC1=CN=C2C(=N1)NC(=N2)N2CCC1(CC2)[C@@H](C2=CC(=CC=C2C1)F)N (S)-1'-(6-((2-amino-3-chloropyridin-4-yl)thio)-1H-imidazo[4,5-b]pyrazin-2-yl)-6-fluoro-1,3-dihydrospiro[indene-2,4'-piperidin]-1-amine